N-((S)-1-(((R)-1-((5R,7S)-5,7-dimethyl-4,8-dioxo-1,3,6,2-dioxathiaborocan-2-yl)-3-methylbutyl)amino)-1-oxo-3-phenylpropan-2-yl)pyrazine-2-carboxamide C[C@@H]1C(OB(OC([C@@H](S1)C)=O)[C@H](CC(C)C)NC([C@H](CC1=CC=CC=C1)NC(=O)C1=NC=CN=C1)=O)=O